4-{2-Fluoro-5-[methoxy-(6-methoxy-pyridazin-3-yl)methyl]phenyl}-7-morpholin-4-yl-quinazoline FC1=C(C=C(C=C1)C(C=1N=NC(=CC1)OC)OC)C1=NC=NC2=CC(=CC=C12)N1CCOCC1